C(#N)C1=CC(=NC=C1)NC1=C(C2=CC=CC=C2C=C1)NC(CC(=O)OCC)=O Ethyl 3-((2-((4-cyanopyridin-2-yl)amino)naphthalen-1-yl)amino)-3-oxopropanoate